1-(Tert-butyl)-N-(5-(2-ethyl-5-morpholino-[1,2,4]triazolo[1,5-a]pyridin-7-yl)-2-fluoro-4-methylphenyl)-5-fluoro-1H-pyrazole-4-carboxamide C(C)(C)(C)N1N=CC(=C1F)C(=O)NC1=C(C=C(C(=C1)C1=CC=2N(C(=C1)N1CCOCC1)N=C(N2)CC)C)F